benzyl 4-aminopiperidine-1-carboxylate NC1CCN(CC1)C(=O)OCC1=CC=CC=C1